4-chloro-6-cyclopropyl-1-methyl-1H-pyrazolo[3,4-d]Pyrimidine ClC1=C2C(=NC(=N1)C1CC1)N(N=C2)C